tert-butyl 5-[6-(tert-butoxycarbonylamino)-5-formyl-2-pyridyl]-3,6-dihydro-2H-pyridine-1-carboxylate C(C)(C)(C)OC(=O)NC1=C(C=CC(=N1)C1=CCCN(C1)C(=O)OC(C)(C)C)C=O